(R)-N-(3-(1-((2-amino-5-chloropyridin-3-yl)oxy)ethyl)-phenyl)-1,5-dimethyl-1H-pyrazole-3-carboxamide NC1=NC=C(C=C1O[C@H](C)C=1C=C(C=CC1)NC(=O)C1=NN(C(=C1)C)C)Cl